OC1=CC(CC(C1)C1=C(C=C(C=C1C)C)C)=O 3-hydroxy-5-(2,4,6-trimethylphenyl)cyclohex-2-en-1-one